2-[[6-([5-chloro-2-[4-(dimethoxymethyl)piperidin-1-yl]pyrimidin-4-yl]amino)-1-isopropyl-2-oxoquinolin-3-yl]oxy]-N-methylacetamide ClC=1C(=NC(=NC1)N1CCC(CC1)C(OC)OC)NC=1C=C2C=C(C(N(C2=CC1)C(C)C)=O)OCC(=O)NC